Cl.Cl.N[C@H](C(=O)N(C)CC(=O)N1C=C(C2=CC=CC=C12)CCN(C)C)CC1=CC=CC=C1 (S)-2-amino-N-(2-(3-(2-(dimethylamino)ethyl)-1H-indol-1-yl)-2-oxoethyl)-N-methyl-3-phenylpropan-amide bis-hydrochloride